tert-butyl 2-(2-(3-amino-4-(4-(difluoromethyl)piperidin-1-yl)benzamido)-5-fluorophenyl)acetate NC=1C=C(C(=O)NC2=C(C=C(C=C2)F)CC(=O)OC(C)(C)C)C=CC1N1CCC(CC1)C(F)F